FC1=C(C=CC=C1)F difluorobenzen